2-ethyldisilazane C(C)N([SiH3])[SiH3]